COC1=C2C=CC=NC2=C(C=C1)S(=O)(=O)NC1=C(C=CC=C1)C#CC=1C=CC(=NC1)C(=O)N 5-{2-[2-(5-methoxyquinoline-8-sulfonamido)phenyl]ethynyl}pyridine-2-carboxamide